2-fluoro-6-(methoxymethoxy)-8-{8-methyl-4-[(2R)-2-methylazetidin-1-yl]-2-(methylsulfanyl)-5-oxopyrano[4,3-d]pyrimidin-7-yl}naphthalene-1-carbonitrile FC1=C(C2=C(C=C(C=C2C=C1)OCOC)C1=C(C=2N=C(N=C(C2C(O1)=O)N1[C@@H](CC1)C)SC)C)C#N